COC1=CC=C(CN2C(C=3C(=NC=CC3C2=O)NC(=O)C2=NSC3=C2C=CC=C3)C3=C(C=CC=C3)C)C=C1 N-(2-(4-methoxybenzyl)-1-oxo-3-(o-tolyl)-2,3-dihydro-1H-pyrrolo[3,4-c]pyridin-4-yl)benzo[d]isothiazole-3-carboxamide